C(C1=CC=C(C(=O)OC2=C(C=C(C=C2)N)F)C=C1)(=O)OC1=C(C=C(C=C1)N)F bis(2-fluoro-4-aminophenyl) terephthalate